Dimethoxyoxaloglycine COC(NC(=O)C(=O)O)(C(=O)O)OC